O=C1N(C(C=C(N1)N[C@@H](C)C1=CC=CC=C1)=O)C1CCN(CC1)C(=O)OC methyl (S)-4-(2,6-dioxo-4-((1-phenylethyl)amino)-3,6-dihydropyrimidin-1(2H)-yl)piperidine-1-carboxylate